4-[6-[3-(4,4,5,5-tetramethyl-1,3,2-dioxaborolan-2-yl)pyrazolo[1,5-a]pyridin-6-yl]oxypyridazin-3-yl]morpholine CC1(OB(OC1(C)C)C=1C=NN2C1C=CC(=C2)OC2=CC=C(N=N2)N2CCOCC2)C